S1C=C(C=C1)C=1N=CSC1 4-(thiophen-3-yl)thiazol